5-(4-(piperazine-1-carbonyl)phenyl)-N-(4-ethylphenyl)nicotinamide N1(CCNCC1)C(=O)C1=CC=C(C=C1)C=1C=NC=C(C(=O)NC2=CC=C(C=C2)CC)C1